O1C2=C(OCC1)C=C(C=C2)NC(CN2N=C(C=CC2=O)C2=C(C=C(C=C2)OC)F)=O N-(2,3-dihydrobenzo[b][1,4]dioxin-6-yl)-2-(3-(2-fluoro-4-methoxyphenyl)-6-oxopyridazin-1(6H)-yl)acetamide